1-[4-(difluoromethoxy)phenyl]piperidine-4-carboxylic acid FC(OC1=CC=C(C=C1)N1CCC(CC1)C(=O)O)F